pyrenyl glycidyl ether C(C1CO1)OC1=CC=C2C=CC3=CC=CC4=CC=C1C2=C34